CC1=CC=CC2=CC3=CC=CC=C3C(=C12)OC(=O)C1C(C2C(=CC1C2)C)C(=O)O 1-methyl-9-[2-carboxy(3,6-methano-4-methyl-4-cyclohexenyl)]carbonyloxyanthracene